(S)-(6-(methoxymethyl)pyrazolo[1,5-a]pyridin-3-yl)(4-(4-methylpyrazolo[1,5-a]pyridin-2-yl)-6,7-dihydro-1H-imidazo[4,5-c]pyridin-5(4H)-yl)methanone COCC=1C=CC=2N(C1)N=CC2C(=O)N2[C@@H](C1=C(CC2)NC=N1)C1=NN2C(C(=CC=C2)C)=C1